BrC1=CC2=C(C(N(C2(CCO)CCO)CC2=CC=C(C=C2)OC)=O)S1 2-bromo-4,4-bis(2-hydroxyethyl)-5-(4-methoxybenzyl)-4,5-dihydro-6H-thieno[2,3-c]pyrrol-6-one